C(C1=CC=CC=C1)N1N2C(CC=3C=CC=CC13)CC(C2=O)(C)C 5-benzyl-2,2-dimethyl-1,5,10,10a-tetrahydropyrrolo[1,2-b]cinnolin-3(2H)-one